4'-Cyclopropyl-N-(4-(1-cyclopropyl-4-(trifluoromethyl)-1H-imidazol-2-yl)benzyl)-5-fluoro-6'-methoxy-N-(methyl-d3)-[2,5'-bipyrimidin]-4-amine C1(CC1)C1=NC=NC(=C1C1=NC=C(C(=N1)N(C([2H])([2H])[2H])CC1=CC=C(C=C1)C=1N(C=C(N1)C(F)(F)F)C1CC1)F)OC